4-(3-(2-cyclopropyl-4-iodo-1H-imidazol-1-yl)bicyclo[1.1.1]pentan-1-yl)morpholine C1(CC1)C=1N(C=C(N1)I)C12CC(C1)(C2)N2CCOCC2